6-methoxy-2-phenyl-3-(trifluoromethyl)naphthalene COC=1C=C2C=C(C(=CC2=CC1)C1=CC=CC=C1)C(F)(F)F